2-chloro-5-(chloromethyl)-1,3-thiazole ClC=1SC(=CN1)CCl